2,3-bis((8-(heptadecan-9-yloxy)-8-oxooctanoyl)oxy)propyl (2-(triethylammonio)ethyl) phosphate P(=O)(OCC(COC(CCCCCCC(OC(CCCCCCCC)CCCCCCCC)=O)=O)OC(CCCCCCC(=O)OC(CCCCCCCC)CCCCCCCC)=O)(OCC[N+](CC)(CC)CC)[O-]